Methyl 1-{[6-(cyclohexylmethyl)-1-methyl-3,4-dihydronaphthalen-2-yl]methyl}azetidine-3-carboxylate C1(CCCCC1)CC=1C=C2CCC(=C(C2=CC1)C)CN1CC(C1)C(=O)OC